(1S)-1-imidazo[1,2-a]pyridin-6-ylethanamine N=1C=CN2C1C=CC(=C2)[C@H](C)N